C(C)(C)(C)C1=CC(=C(C=C1)C1=NC2=CC=C(C=C2C(=C1CO)Cl)F)C [2-(4-tert-butyl-2-methyl-phenyl)-4-chloro-6-fluoro-3-quinolyl]methanol